titanium bis(isopropoxy) bis(ethyl acetoacetate) C(C)CC(CC(=O)OOC(C)C)=O.C(C)CC(CC(=O)OOC(C)C)=O.[Ti]